BrC1=CC=C(C(=N1)SC)C 6-bromo-3-methyl-2-(methylthio)pyridine